COC1=CC=C(C=C1)C=1NC=CN1 2-(4-methoxyphenyl)-1H-imidazol